2-(5-fluoro-2-methylpyridin-4-yl)-3-isopropyl-5-(1-(tetrahydro-2H-pyran-3-yl)piperidin-4-yl)-1H-indole FC=1C(=CC(=NC1)C)C=1NC2=CC=C(C=C2C1C(C)C)C1CCN(CC1)C1COCCC1